NC1=CC(=C(C=C1OC)N1CCC(CC1)CN1CCN(CC1)C=1C=C2C(N(C(C2=CC1)=O)C1C(NC(CC1)=O)=O)=O)CC 5-(4-((1-(4-amino-2-ethyl-5-methoxyphenyl)piperidin-4-yl)methyl)piperazin-1-yl)-2-(2,6-dioxopiperidin-3-yl)isoindoline-1,3-dione